C(C)(C)(C)OC([C@@H](CC1=CSC2=C1C=C(C=C2)C=O)[C@@H]2CN(CC2)C(=O)OC(C)(C)C)=O tert-butyl (3R)-3-[(2S)-1-(tert-butoxy)-3-(5-formyl-1-benzothiophene-3-yl)-1-oxopropane-2-yl]pyrrolidine-1-carboxylate